DODECYLPHOSPHOCHOLINE C(CCCCCCCCCCC)OP(=O)([O-])OCC[N+](C)(C)C